C1(CCC1)CN1CC2(CN(C2)C=2C(=C3C(=CN2)NC(=C3C(C)C)C=3C=C(C=2N(C3)N=CN2)OC)F)C1 6-(5-(6-(cyclobutylmethyl)-2,6-diazaspiro[3.3]hept-2-yl)-4-fluoro-3-isopropyl-1H-pyrrolo[2,3-c]pyridin-2-yl)-8-methoxy-[1,2,4]triazolo[1,5-a]pyridine